3-bromo-2-(2,4-difluorophenoxy)-6-methyl-5-nitropyridine BrC=1C(=NC(=C(C1)[N+](=O)[O-])C)OC1=C(C=C(C=C1)F)F